C1(CC1)NC=1N=CC2=C(N1)N(C(C(=C2)N2CCN(C1=C(C=CC=C21)C)C(C=C)=O)=O)C2=CC=C(C=C2)OCCN(C)C 2-(cyclopropylamino)-8-[4-[2-(dimethylamino)ethoxy]phenyl]-6-(5-methyl-4-prop-2-enoyl-2,3-dihydroquinoxalin-1-yl)pyrido[2,3-d]pyrimidin-7-one